(3-Aminobenzyl)-6-(quinolin-8-ylsulfonyl)phthalazin-1(2H)-one NC=1C=C(CN2C(C3=CC=C(C=C3C=N2)S(=O)(=O)C=2C=CC=C3C=CC=NC23)=O)C=CC1